6-{[5-(2-aminopropan-2-yl)pyridin-2-yl]amino}-4-{[4-(5-fluoropyrimidin-2-yl)-3-methoxypyridin-2-yl]amino}-N-(2H3)methylpyridazine-3-carboxamide NC(C)(C)C=1C=CC(=NC1)NC1=CC(=C(N=N1)C(=O)NC([2H])([2H])[2H])NC1=NC=CC(=C1OC)C1=NC=C(C=N1)F